FC1(CC(NC1)C#N)F 4,4-difluoropyrrolidine-2-carbonitrile